ClC=1C(=NC(=NC1)N[C@@H]1C[C@H]2CO[C@@H]([C@H]1O)N2S(=O)(=O)CC)C=2C=C(C1=C(N(C(=N1)C(C)(C)O)C(C)C)C2)F (1S,3R,4S,5S)-3-((5-chloro-4-(4-fluoro-2-(2-hydroxypropan-2-yl)-1-isopropyl-1H-benzo[d]imidazol-6-yl)pyrimidin-2-yl)amino)-8-(ethylsulfonyl)-6-oxa-8-azabicyclo[3.2.1]octan-4-ol